1,3-dihydro-2λ6-benzo[c][1,2]thiazole-2,2-dione N1S(CC2=C1C=CC=C2)(=O)=O